NC=1C=C(C(=C(C1)[C@@H](C)NC(=O)C=1/C(/NC=C(C1)Br)=N/[C@@H](CO)C)F)C(F)(F)F (2Z)-N-[(1R)-1-[5-amino-2-fluoro-3-(trifluoromethyl)phenyl]ethyl]-5-bromo-2-[(1R)-2-hydroxy-1-methyl-ethyl]imino-1H-pyridine-3-carboxamide